N-(2-(6-amino-2-fluoro-8-((6-iodo-3-oxo-2,3-dihydro-1H-inden-5-yl)methyl)-9H-purin-9-yl)ethyl)acetamide NC1=C2N=C(N(C2=NC(=N1)F)CCNC(C)=O)CC=1C=C2C(CCC2=CC1I)=O